[N-](S(=O)(=O)C(F)(F)F)S(=O)(=O)C(F)(F)F bis(trifluoromethane sulfonyl)imide